C(C)[C@H](C(=O)O)N1C(CCC1)=O |r| (RS)-α-ethyl-2-oxo-1-pyrrolidineacetic acid